CC1=CC=CC=C1S(=O)(=O)O.O toluenesulfonic acid monohydrate